(phenylmethyl) N-[[(1R,6S,7R)-7-(2-fluoranyl-3-methyl-phenyl)-4-azabicyclo[4.1.0]heptan-7-yl]methyl]carbamate hydrochloride Cl.FC1=C(C=CC=C1C)[C@@]1([C@H]2CNCC[C@@H]12)CNC(OCC1=CC=CC=C1)=O